2-[(cis)-4-(4-Fluoro-2-methylphenyl)cyclohexyl]ethan-1-ol FC1=CC(=C(C=C1)[C@H]1CC[C@H](CC1)CCO)C